5-(3-bromophenoxy)-1H-1,2,3-triazole-4-carboxylic acid ethyl ester C(C)OC(=O)C=1N=NNC1OC1=CC(=CC=C1)Br